2-(2,5-dihydroxyphenyl)-2-methylpropanoic acid OC1=C(C=C(C=C1)O)C(C(=O)O)(C)C